Cl.C(C)N(C(C1=C(C=CC(=C1)F)OC1=C(N=CN=N1)N1CC2(CN(C2)[C@H](C(C)C)C[C@H](CNC)OC)CC1)=O)C(C)C N-ethyl-5-fluoro-N-isopropyl-2-((5-(2-((3S,5R)-5-methoxy-2-methyl-6-(methylamino)hex-3-yl)-2,6-diazaspiro[3.4]oct-6-yl)-1,2,4-triazin-6-yl)oxy)benzamide hydrochloride